tert-Butyl 3-(4-iodophenoxy)azetidin-1-carboxylate IC1=CC=C(OC2CN(C2)C(=O)OC(C)(C)C)C=C1